F[C@@H]1COCC[C@H]1NC1=NC=C2N=C(N(C2=N1)C1CCC(CC1)C(=O)N)NC1=C(C=C(C=C1Cl)Cl)Cl (1S,4S)-4-(2-((3S,4R)-3-fluorotetrahydro-2H-pyran-4-ylamino)-8-(2,4,6-trichlorophenylamino)-9H-purin-9-yl)cyclohexanecarboxamide